ClC1=C2CCN([C@@H](C2=C(C=C1)OCC=1C=C2C(=NC1)N(C=N2)C)CN2C(CCC2)=O)C(=O)[C@H]2[C@H](CCCC2)C(=O)O (1S,2R)-2-((S)-5-chloro-8-((3-methyl-3H-imidazo[4,5-b]pyridin-6-yl)methoxy)-1-((2-oxopyrrolidin-1-yl)methyl)-1,2,3,4-tetrahydroisoquinoline-2-carbonyl)cyclohexane-1-carboxylic acid